CNC(=O)C1=CC(=CC=2C(COC21)C2=CC=CC=C2)C(=O)NCCC2=CC=NC=C2 N7-Methyl-3-phenyl-N5-(2-(pyridin-4-yl)ethyl)-2,3-dihydrobenzofuran-5,7-dicarboxamid